FC1=CC=C(C=C1)C1=NN2C(CN(CC2)C)=C1C1=CC(=NC=C1)NC(C(C)C)=O N-(4-(2-(4-fluorophenyl)-5-methyl-4,5,6,7-tetrahydropyrazolo[1,5-a]pyrazin-3-yl)pyridin-2-yl)isobutyramide